11-oxo-7-(trifluoromethyl)-10,11-dihydrodibenzo[b,f][1,4]thiazepine-8-carboxylic acid O=C1NC2=C(SC3=C1C=CC=C3)C=C(C(=C2)C(=O)O)C(F)(F)F